4-hydroxy-benzothiazine dioxide OC1=CNS(C2=C1C=CC=C2)(=O)=O